C(C)(C)(C)C1=CC=C(C=C1)N[C@@H](C)C(=O)O 4-tert-butyl-phenyl-alanine